CC1=CN=C(N=N1)N[C@@H]1C[C@H](CC1)NC1=CC=C(C=N1)N1N=CC=CC1=O 2-(6-(((1S,3S)-3-((6-methyl-1,2,4-triazin-3-yl)amino)cyclopentyl)amino)pyridin-3-yl)pyridazin-3(2H)-one